O1C=CC=NC=CC=C(C=CC=C1)C=O oxa[5]azacyclotridecine-9-carbaldehyde